C(C1=CC=CC=C1)OC=1C=CC2=C(N=C(O2)C2=CN=C(C3=CN=C(C=C23)N)NC)C1 4-(5-(benzyloxy)benzo[d]oxazol-2-yl)-N1-methyl-2,7-naphthyridine-1,6-diamine